COC1=NC=C(C(=N1)OC)C=1C=C(C=2N(N1)C=CN2)[C@@H]2[C@H](C2)C=2C=C1C(=NC2)C(C(N1CC(F)(F)F)=O)(C)C 6-[(1S,2S)-2-[6-(2,4-dimethoxypyrimidin-5-yl)imidazo[1,2-b]pyridazin-8-yl]cyclopropyl]-3,3-dimethyl-1-(2,2,2-trifluoroethyl)pyrrolo[3,2-b]pyridin-2-one